bipyridine-3-yl N1=CC(=CC=C1)C=1C=NC=CC1